Br[C@@H]1[C@H](C2=CC=C(C=C2C1)Br)O |r| (Rac)-(1S,2S)-2,5-dibromo-2,3-dihydro-1H-inden-1-ol